C1N(CCC2=CC=CC=C12)C[C@H](CNC(=O)C=1N=C2N(CCCC2)C1)O N-((S)-3-(3,4-dihydro-isoquinolin-2(1H)-yl)-2-hydroxypropyl)-5,6,7,8-tetrahydroimidazo[1,2-a]pyridine-2-carboxamide